C(C)OC(=O)C=1N(N=C(C1)C)CC 2-ethyl-5-methyl-pyrazole-3-carboxylic acid ethyl ester